cyanoterphenyl-2'-thiol C(#N)C1=C(C=CC=C1)C=1C(CC=CC1)(C1=CC=CC=C1)S